2-chloro-4-(5-chloropyrimidin-2-ylamino)-3-(4-fluorophenoxy)-6-nitroaniline ClC1=C(N)C(=CC(=C1OC1=CC=C(C=C1)F)NC1=NC=C(C=N1)Cl)[N+](=O)[O-]